C1(CC1)N(CC1=C(C=C(C=C1)OC)OC)C(CC)=O [cyclopropyl-[(2,4-dimethoxyphenyl)methyl]amino]propan-1-one